tert-butyl N-(tert-butoxycarbonyl)-N-{4-[7-(1,4-dioxan-2-ylmethyl)-3-iodo-4-oxo-1H,5H,6H,7H-pyrrolo[3,2-c]pyridin-2-yl]pyrimidin-2-yl}carbamate C(C)(C)(C)OC(=O)N(C(OC(C)(C)C)=O)C1=NC=CC(=N1)C1=C(C=2C(NCC(C2N1)CC1OCCOC1)=O)I